CS(=O)(=O)OCCOC[C@H]1C[C@H]([C@@H]2OC(O[C@@H]21)(C)C)N2C=CC1=C2N=CN=C1N(C)CC1=CC=C(C=C1)OC 2-(((3aR,4R,6R,6aS)-6-(4-((4-methoxybenzyl)(methyl)amino)-7H-pyrrolo[2,3-d]pyrimidin-7-yl)-2,2-dimethyltetrahydro-4H-cyclopenta[d][1,3]dioxol-4-yl)methoxy)ethyl methanesulfonate